Cobalt(III)-oxid [Co+]=O